ClC=1C(=NC=C(C1)C(F)(F)F)OC=1C=C(OC(C(=O)Cl)C)C=CC1 2-(3-((3-chloro-5-(trifluoromethyl)pyridin-2-yl)oxy)phenoxy)propionyl chloride